C1CCC=2NC(C3=C(C21)CCC3)=O 2,3,4,6,7,8-hexahydrodicyclopenta[b,d]pyridin-5(1H)-one